N1(N=NN=C1)CCCCCN 5-(1H-tetrazol-1-yl)pentan-1-amine